FC=1C(=C2C(=NC(=NN2C1)N[C@H]1[C@@H](CN(CC1)C1COC1)F)OC)C=1C=CC2=C(N(N=N2)[C@@H](CF)C)C1 6-fluoro-N-((3R,4R)-3-fluoro-1-(oxetan-3-yl)piperidin-4-yl)-5-(1-((R)-1-fluoropropan-2-yl)-1H-benzo[d][1,2,3]triazol-6-yl)-4-methoxypyrrolo[2,1-f][1,2,4]triazin-2-amine